9-(cyclohexylmethyl)-1-[4-(dimethylamino)benzenesulfonyl]-5-[(4-phenylpiperidin-1-yl)sulfonyl]-1,5,9-triazacyclododecan-3-ol C1(CCCCC1)CN1CCCN(CC(CN(CCC1)S(=O)(=O)C1=CC=C(C=C1)N(C)C)O)S(=O)(=O)N1CCC(CC1)C1=CC=CC=C1